tert-butyl 2-{[(4-{3-[(3-chloro-2-methoxyphenyl)amino]-4-oxo-1H,5H,6H,7H-pyrrolo[3,2-c]pyridin-2-yl}pyridin-3-yl)oxy]methyl}-3,3-dimethylazetidine-1-carboxylate ClC=1C(=C(C=CC1)NC1=C(NC2=C1C(NCC2)=O)C2=C(C=NC=C2)OCC2N(CC2(C)C)C(=O)OC(C)(C)C)OC